Methyl 3-(4-chlorophenyl)cyclobutane-1-carboxylate ClC1=CC=C(C=C1)C1CC(C1)C(=O)OC